FC(C1CC2(CN(C2)C(=O)N2C[C@@H]3[C@@H](OCC(N3)=O)CC2)C1)(C=1N=NC(=CC1)C(F)(F)F)F (4aR,8aS)-6-[6-[difluoro-[6-(trifluoromethyl)pyridazin-3-yl]methyl]-2-azaspiro[3.3]heptane-2-carbonyl]-4,4a,5,7,8,8a-hexahydropyrido[4,3-b][1,4]oxazin-3-one